C(C)OC(=O)C1=CC(=NN1C1CC1)C(C)(C)C 3-(tert-butyl)-1-cyclopropyl-1H-pyrazole-5-carboxylic acid ethyl ester